P(OCCCCCCCCCCC(C)C)([O-])[O-] isotridecanyl phosphite